CC1=C(C=CC(=C1)C1C2=CC=CC=C2OC=2C=CC=CC12)O 2-methyl-4-(9H-xanthen-9-yl)phenol